(R)-(4-(difluoromethyl)-2-(2-hydroxypropan-2-yl)oxazol-5-yl)(4-(5-(trifluoromethyl)pyrazolo[1,5-a]pyridin-2-yl)-6,7-dihydro-1H-imidazo[4,5-c]pyridin-5(4H)-yl)methanone FC(C=1N=C(OC1C(=O)N1[C@H](C2=C(CC1)NC=N2)C2=NN1C(C=C(C=C1)C(F)(F)F)=C2)C(C)(C)O)F